C(C1=CC=CC=C1)N1CCC(CC1)C1OC2(CC2)C(N(C1)C1=CC=CC=C1)=O 5-(1-benzylpiperidin-4-yl)-7-phenyl-4-oxa-7-azaspiro[2.5]octan-8-one